C1(CCCCC1)NC(COC1=CC=C2C=C(C(=NC2=C1)C)C1C(NC(CC1)=O)=O)=O N-cyclohexyl-2-((3-(2,6-dioxopiperidin-3-yl)-2-methylquinolin-7-yl)oxy)acetamide